1'-(4-(4-(aminomethyl)-1-oxo-1,2-dihydro-phthalazin-6-yl)-1-methyl-1H-pyrazol-5-yl)-6'-chlorospiro[cyclopropane-1,3'-indoline]-2'-one hydrochloride Cl.NCC1=NNC(C2=CC=C(C=C12)C=1C=NN(C1N1C(C2(C3=CC=C(C=C13)Cl)CC2)=O)C)=O